ClC=1C=C(C=CC1)[C@@H](C)N (1R)-1-(3-chlorophenyl)ethylamine